S1C(=NC2=C1C=CC=C2)CC#N 2-(benzothiazole-2-yl)acetonitrile